N1C(=CC=C1)C1=C(C=CC=C1)C=1NC=CC1 bis(azolyl)benzene